CC1(CC[N+]2(CCCC2(I)I)CC1)C 8,8-dimethyl-5-azoniaspiro[4.5]decanediyl iodide